NC1=C(C=NN1C(C)(C)C)C(=O)NCC#CC1=NN2C(C=CC=C2NC2C3CN(CC2CC3)C)=C1CC(F)(F)F 5-amino-1-(tert-butyl)-N-(3-(7-((3-methyl-3-azabicyclo[3.2.1]octan-8-yl)amino)-3-(2,2,2-trifluoroethyl)pyrazolo[1,5-a]pyridin-2-yl)prop-2-yn-1-yl)-1H-pyrazole-4-carboxamide